N-(4-((S)-2-(6-Ethoxypyridin-3-yl)propyl)-6-(((R)-1-hydroxy-4-methylpentan-2-yl)amino)-1,3,5-triazin-2-yl)methanesulfonamide C(C)OC1=CC=C(C=N1)[C@H](CC1=NC(=NC(=N1)N[C@@H](CO)CC(C)C)NS(=O)(=O)C)C